[C@H](C)(CC)NCC1=C2C(=NC(=C1)C(=O)NC=1C=NC=C(C1)C1(CC(C1)C)C1=NN=CN1C)C=CN2 7-((((S)-sec-butyl)amino)methyl)-N-(5-((1s,3R)-3-methyl-1-(4-methyl-4H-1,2,4-triazol-3-yl)cyclobutyl)pyridin-3-yl)-1H-pyrrolo[3,2-b]pyridine-5-carboxamide